5-(2-Chloro-3-fluoro-phenyl)-3-((S)-2-methoxy-1-methyl-ethyl)-1-{2-oxo-2-[4-(2-oxo-1,4-dihydro-2H-quinazolin-3-yl)-piperidin-1-yl]-ethyl}-1H-pyrimidine-2,4-dione ClC1=C(C=CC=C1F)C=1C(N(C(N(C1)CC(N1CCC(CC1)N1C(NC2=CC=CC=C2C1)=O)=O)=O)[C@H](COC)C)=O